1,4-diazatriphenylene N1=CC=NC=2C3=CC=CC=C3C3=CC=CC=C3C12